3-methyloxetane-3-carboxamide CC1(COC1)C(=O)N